3-(4-(2-(2-(2-(2-hydroxyethoxy)ethoxy)ethoxy)ethoxy)-1-oxoisoindolin-2-yl)piperidine-2,6-dione OCCOCCOCCOCCOC1=C2CN(C(C2=CC=C1)=O)C1C(NC(CC1)=O)=O